ClC1=CC(=NC=C1F)C(=O)NC1=NC=C(C=C1)F 4-Chloro-5-fluoro-N-(5-fluoropyridin-2-yl)picolinamide